(3S,4S)-5-(isopropylamino)-3,4-bis((4-methylbenzoyl)oxy)-2,5-dioxopentanoic acid C(C)(C)NC([C@H]([C@@H](C(C(=O)O)=O)OC(C1=CC=C(C=C1)C)=O)OC(C1=CC=C(C=C1)C)=O)=O